C(C)(=O)OC(CCCCCCC)CCCCCC (E)-tetradec-8-yl acetate